CC1=C(C=C(C=C1)NC(=O)N1C[C@@H](CC1)CC(F)(F)F)C1=CC(=NC(=C1)N1CCOCC1)N1C[C@H](CC1=O)NC(OC(C)(C)C)=O tert-butyl N-[(3S)-1-(4-[2-methyl-5-[(3S)-3-(2,2,2-trifluoroethyl)pyrrolidine-1-carbonylamino]phenyl]-6-(morpholin-4-yl)pyridin-2-yl)-5-oxopyrrolidin-3-yl]carbamate